O=C1NC2=CC=C(C=3C2=C1C=CC3)N3N=CC(=C3C(F)(F)F)C(=O)NC=3C=NC(=C(C3)C(F)(F)F)N3N=CC(=N3)C(F)(F)F 1-(2-Oxo-1,2-dihydrobenzo[cd]indol-6-yl)-5-trifluoromethyl-N-(5-trifluoromethyl-6-(4-trifluoromethyl-2H-1,2,3-triazol-2-yl)pyridin-3-yl)-1H-pyrazole-4-carboxamide